(methylene) bis(4,4-bis(octyloxy)butanoate) C(CCCCCCC)OC(CCC(=O)OCOC(CCC(OCCCCCCCC)OCCCCCCCC)=O)OCCCCCCCC